[3,4-difluoro-2-(2-fluoro-4-iodoanilino)phenyl]-3-hydroxy-3-[(2S)-piperidin-2-yl]-azetidin-1-yl-methanone FC=1C(=C(C=CC1F)C(=O)N1CC(C1)([C@H]1NCCCC1)O)NC1=C(C=C(C=C1)I)F